C(C)S(=O)(=O)OC1=CC=C(C=C1)C1=CN=C(S1)C=1C=NC=CC1 4-(2-(pyridin-3-yl)thiazol-5-yl)phenyl ethanesulfonate